3-((1-ethylpyrrolidin-2-yl)methyl)aminobenzoate C(C)N1C(CCC1)CNC=1C=C(C(=O)[O-])C=CC1